6-cyclopropyl-2-[1-(oxetan-3-yl)ethylamino]pyridine-3-carbonitrile C1(CC1)C1=CC=C(C(=N1)NC(C)C1COC1)C#N